BrCC=1C(=NC(=NC1)SC)C 5-(bromomethyl)-4-methyl-2-(methylthio)pyrimidine